2-(1,3-dichloropropyl)thiophene ClC(CCCl)C=1SC=CC1